BrC=1C=C2C(=CN1)N(N=C2C(F)(F)F)COCC[Si](C)(C)C 2-[[5-Bromo-3-(trifluoromethyl)pyrazolo[3,4-c]pyridin-1-yl]methoxy]ethyl-trimethyl-silane